FC1=CC2=C(N=CO2)C=C1 6-fluoro-1,3-benzoxazole